(5-methyl-3-(trifluoromethyl)-1H-pyrazol-1-yl)benzonitrile CC1=CC(=NN1C1=C(C#N)C=CC=C1)C(F)(F)F